hydroxypropan-1-yl octadecenoate C(C=CCCCCCCCCCCCCCCC)(=O)OCCCO